isopropyl ((1s,3s)-3-(5-((4-(N-(tert-butoxycarbonyl)sulfamoyl)phenyl)amino)pyrazin-2-yl)cyclopentyl)carbamate C(C)(C)(C)OC(=O)NS(=O)(=O)C1=CC=C(C=C1)NC=1N=CC(=NC1)[C@@H]1C[C@H](CC1)NC(OC(C)C)=O